CC1=C(C=C(C(=O)NC2=NC=CC(=C2)C(F)(F)F)C=C1)C#CC1=CC2=C(N(C=N2)C2=CC(=CC=C2)N2CCN(CC2)C)C=C1 4-methyl-3-((1-(3-(4-methylpiperazin-1-yl)phenyl)-1H-benzo[d]imidazol-5-yl)ethynyl)-N-(4-(trifluoromethyl)pyridin-2-yl)benzamide